C(C)(C)(C)OC(=O)N1CC(C(CC1)C1=C(C2=C(C(OC2O)=O)C(=C1)C)F)F.BrC=1C=C(C(=C(C(=O)C2C(CCC2)=O)C1)F)F 2-(5-bromo-2,3-difluorobenzoyl)cyclopentan-1-one tert-butyl-3-fluoro-4-(4-fluoro-3-hydroxy-7-methyl-1-oxo-3H-2-benzofuran-5-yl)piperidine-1-carboxylate